1-[5-Chloro-3-iodo-6-(trifluoromethyl)-2-pyridinyl]-4,4-difluoro-azepane ClC=1C=C(C(=NC1C(F)(F)F)N1CCC(CCC1)(F)F)I